lithium tri-ethoxyaluminohydride C(C)O[AlH-](OCC)OCC.[Li+]